ClC1=CC=C2C(=N1)N(C(=N2)C)C=2SC(=CN2)CN2CC(CCC2)(F)F 2-(5-chloro-2-methyl-3H-imidazo[4,5-b]pyridin-3-yl)-5-((3,3-difluoropiperidin-1-yl)methyl)thiazole